3-(4-bromofuran-2-yl)-1-tosyl-1H-pyrrolo[2,3-b]pyridine BrC=1C=C(OC1)C1=CN(C2=NC=CC=C21)S(=O)(=O)C2=CC=C(C)C=C2